N-(sec-butyl)benzene-1,4-diamine C(C)(CC)NC1=CC=C(C=C1)N